phenylalanine-para-nitroanilide [N+](=O)([O-])C1=CC=C(NC([C@@H](N)CC2=CC=CC=C2)=O)C=C1